N1(CCCC1)CC(=O)O 2-PYRROLIDINYL-ACETIC ACID